FC=1C(=NC=CC1)[C@@H]1[C@H](CC1)C=1NC(C2=C(N1)N(N=C2C#N)[C@H](C)C=2C=NC(=CC2)C(F)(F)F)=O 6-((1S,2S)-2-(3-fluoropyridin-2-yl)cyclobutyl)-4-oxo-1-((R)-1-(6-(trifluoromethyl)pyridin-3-yl)ethyl)-4,5-dihydro-1H-pyrazolo[3,4-d]pyrimidine-3-carbonitrile